(1aR,5aR)-2-(4-Cyano-pyridin-2-yl)-1a,2,5,5a-tetrahydro-1H-2,3-diaza-cyclopropa[a]pentalene-4-carboxylic Acid ((S)-3,3,3-Trifluoro-1-hydroxymethyl-propyl)-amide FC(C[C@@H](CO)NC(=O)C=1C=2C[C@@H]3[C@H](C2N(N1)C1=NC=CC(=C1)C#N)C3)(F)F